O=C[C@H](O)CC[C@H](O)CO 3,4-dideoxyglucose